C(N)(=O)C(CC1(C2=CC=CC=C2C=2C=CC=CC12)CC(C)C(N)=O)C 9,9-bis(2-carbamoylpropyl)fluorene